CC1=C(C=C(C(=C1)C)C1=NN=C(N1)C1=CC=CC=C1)S(=O)(=O)N1CCN(CC1)C(C)O (4-((2,4-dimethyl-5-(5-phenyl-4H-1,2,4-triazol-3-yl)phenyl)sulfonyl)piperazin-1-yl)ethan-1-ol